[N-](S(=O)(=O)C(F)(F)F)S(=O)(=O)C(F)(F)F.C(C)N1C=[N+](C=C1)C 1-Ethyl-3-methylimidazolium bis(trifluoromethylsulfonyl)imid